(3R,6S)-1-(2-(4'-amino-[1,1'-biphenyl]-4-yl)acetyl)-6-methylpiperidine-3-carboxylic acid NC1=CC=C(C=C1)C1=CC=C(C=C1)CC(=O)N1C[C@@H](CC[C@@H]1C)C(=O)O